tert-butyldimethyl(2-((2-methyltetrahydro-2H-pyran-2-yl)peroxy)ethoxy)silane C(C)(C)(C)[Si](OCCOOC1(OCCCC1)C)(C)C